2-(4-octyloxy-2-hydroxyphenyl)benzotriazole C(CCCCCCC)OC1=CC(=C(C=C1)N1N=C2C(=N1)C=CC=C2)O